(S)-2-amino-1-(6-fluoro-4-(4-fluorophenyl)-3,4-dihydroquinoxalin-1(2H)-yl)-3-(1H-imidazol-4-yl)propan-1-one N[C@H](C(=O)N1CCN(C2=CC(=CC=C12)F)C1=CC=C(C=C1)F)CC=1N=CNC1